2-(4-(methylcarbamoyl)phenyl)-N-(3-(piperidin-1-yl)propyl)imidazo[2',1':2,3]thiazolo[4,5-c]pyridine-7-carboxamide CNC(=O)C1=CC=C(C=C1)C=1N=C2SC3=C(C=NC(=C3)C(=O)NCCCN3CCCCC3)N2C1